N-(4-(4-fluorophenyl)pyridin-3-yl)-2-((4-(trifluoromethyl)phenyl)amino)pyrimidine-4-carboxamide FC1=CC=C(C=C1)C1=C(C=NC=C1)NC(=O)C1=NC(=NC=C1)NC1=CC=C(C=C1)C(F)(F)F